(S)-N-((R)-5-(5-ethyl-1,2,4-oxadiazol-3-yl)-2,3-dihydro-1H-inden-1-yl)-2-oxopiperidine-4-carboxamide C(C)C1=NC(=NO1)C=1C=C2CC[C@H](C2=CC1)NC(=O)[C@@H]1CC(NCC1)=O